(R)-tert-butyl (1-([1,1'-biphenyl]-4-yl)-3-hydroxypropan-2-yl)carbamate C1(=CC=C(C=C1)C[C@H](CO)NC(OC(C)(C)C)=O)C1=CC=CC=C1